[Cl-].[Cl-].C(C)(C)C1=CC=C(C=C1)C(=[Zr+2](C1C2=CC(=CC=C2C=2C=CC(=CC12)C(C)(C)C)C(C)(C)C)C1C=CC=C1)C1CCCCC1 (4-isopropylphenyl)(cyclohexyl)methylene(cyclopentadienyl)(2,7-di-tert-butylfluoren-9-yl)zirconium dichloride